1-((1-(3-cyclobutyl-2-methylpropanoyl)-4-hydroxypiperidin-4-yl)methyl)-4-phenyl-5-(piperidine-1-carbonyl)pyridin-2(1H)-one C1(CCC1)CC(C(=O)N1CCC(CC1)(O)CN1C(C=C(C(=C1)C(=O)N1CCCCC1)C1=CC=CC=C1)=O)C